methyl 3-(6-(trifluoromethyl)pyridin-2-yl)bicyclo[1.1.1]pentane-1-carboxylate FC(C1=CC=CC(=N1)C12CC(C1)(C2)C(=O)OC)(F)F